2-(benzyloxy)propionic acid C(C1=CC=CC=C1)OC(C(=O)O)C